1-(5-(3,5-difluorophenyl)-1H-indol-3-yl)-3-(4-(trifluoromethyl)phenyl)urea FC=1C=C(C=C(C1)F)C=1C=C2C(=CNC2=CC1)NC(=O)NC1=CC=C(C=C1)C(F)(F)F